Cl.NC1C(N(C(C(C1)C1=CC=CC=C1)C)CC(F)(F)F)=O 3-amino-6-methyl-5-phenyl-1-(2,2,2-trifluoroethyl)piperidin-2-one hydrochloride